(R)-(3,4-dichlorophenyl)(8-methyl-3-(thiazolo[4,5-c]pyridin-2-yl)-5,6-dihydro-[1,2,4]triazolo[4,3-a]pyrazin-7(8H)-yl)methanone ClC=1C=C(C=CC1Cl)C(=O)N1[C@@H](C=2N(CC1)C(=NN2)C=2SC1=C(C=NC=C1)N2)C